(R)-N-(1-(7-cyano-2-(1-methyl-1H-pyrazol-4-yl)-1H-indol-4-yl)piperidin-3-yl)-4-(2-cyanopropan-2-yl)benzamide C(#N)C=1C=CC(=C2C=C(NC12)C=1C=NN(C1)C)N1C[C@@H](CCC1)NC(C1=CC=C(C=C1)C(C)(C)C#N)=O